boron, Sodium salt [Na].[B]